CN(C)[Nb](N(C)C)(N(C)C)(N(C)C)N(C)C pentakis(dimethylamino)niobium